C(C(C)C)NS(=O)(=O)C1=CC=C(C=C1)C1=CC=C(C=C1)OCC#C N-isobutyl-4'-propargyloxy-4-biphenylsulfonamide